3-(5-(((2R,3S)-2-methylpyrrolidin-3-yl)oxy)-1-oxoisoindolin-2-yl)piperidine-2,6-dione C[C@H]1NCC[C@@H]1OC=1C=C2CN(C(C2=CC1)=O)C1C(NC(CC1)=O)=O